C(N)(OC1=NC=C(N=C1C1=CC(=NO1)C1=C(C=C(C=C1)C#N)F)C1=CC=C(C=C1)S(=O)(=O)C(C)C)=O 3-(3-(4-cyano-2-fluorophenyl)isoxazol-5-yl)-5-(4-(isopropylsulfonyl)phenyl)pyrazin-2-yl carbamate